methylcyclopentadienyl-dicarbonyl-nitroso-tungsten CC1(C=CC=C1)[W](N=O)(=C=O)=C=O